FC=1C=C(C=C2C(C(=NC12)C(C)(C)O)(C)C)B1OC(C(O1)(C)C)(C)C 2-(7-fluoro-3,3-dimethyl-5-(4,4,5,5-tetramethyl-1,3,2-dioxaborol-2-yl)-3H-Indol-2-yl)propan-2-ol